(2,6-di-tert-butyl-1,4-phenylen)ether C(C)(C)(C)C1=C2C(=CC(=C1)O2)C(C)(C)C